O1C(=NC2=C1C=CC=C2)C2=CC=C(C=C2)N(C2=CC1=C(N=C(O1)C1=CC=C(C=C1)N(C1=CC=CC=C1)C1=CC=C(C=C1)C=1OC3=C(N1)C=CC=C3)C=C2)C2=CC=CC=C2 6-{(4-Benzooxazol-2-yl-phenyl)-phenyl-amino}-2-[4-{(4-Benzooxazol-2-yl-phenyl)-phenyl-amino}-phenyl]-Benzooxazol